C(C)(C)(C)OC(=O)N1[C@H](CN(CC1)C=1C2=C(N=CN1)N(C=C2C2CC2)C=2C=NC=C(C2)C)C (S)-4-(5-cyclopropyl-7-(5-methylpyridin-3-yl)-7H-pyrrolo[2,3-d]pyrimidin-4-yl)-2-methylpiperazine-1-carboxylic acid tert-butyl ester